OC1(COC1)C#CC=1C=CC2=C(OC[C@@H](C(N2C)=O)NC(=O)C2=NC=CC(=C2)OC2=CC=CC=C2)C1 (S)-N-(8-((3-hydroxyoxetan-3-yl)ethynyl)-5-methyl-4-oxo-2,3,4,5-tetrahydrobenzo[b][1,4]oxazepin-3-yl)-4-phenoxypyridineamide